4-(3,4-Dihydro-2H-benzo[b][1,4]oxazin-6-yl)-5-(2-fluoropyridin-4-yl)-1H-imidazol-2-amine O1C2=C(NCC1)C=C(C=C2)C=2N=C(NC2C2=CC(=NC=C2)F)N